FC=1C=C(C=CC1N1C[C@@H](CC1)OC)C1=CC(C(=CN1C1=CC2=C(N=C(S2)N2CC(C2)(C)OC)C=C1)C(=O)O)=O (R)-6-(3-fluoro-4-(3-methoxypyrrolidin-1-yl)phenyl)-1-(2-(3-methoxy-3-methylazetidin-1-yl)benzo[d]thiazol-6-yl)-4-oxo-1,4-dihydropyridin-3-carboxylic acid